NC(C(O)C)C 2-amino-1-methyl-propan-1-ol